6-(benzyloxy)-5-fluoro-1H-indazole-7-carbonitrile C(C1=CC=CC=C1)OC1=C(C=C2C=NNC2=C1C#N)F